CC1=NOC(=C1)C(=O)NC[C@H]1C[C@H](CC1)NC1=NC=C(C=C1)N1N=CN=C1 3-methyl-N-[[(1R,3S)-3-[[5-(1,2,4-triazol-1-yl)-2-pyridyl]amino]cyclopentyl]methyl]isoxazole-5-carboxamide